5-(3-chloro-4-(9-(3-chlorobenzyl)-6-(1-methylcyclopropoxy)-9H-purin-8-yl)phenoxy)-3,3-dimethylpentanoic acid ClC=1C=C(OCCC(CC(=O)O)(C)C)C=CC1C=1N(C2=NC=NC(=C2N1)OC1(CC1)C)CC1=CC(=CC=C1)Cl